C(C)(C)(C)OC(NC1CC(CCC1)N1C(N(CC2=C1C=C(N=C2)Cl)C2=C(C=CC=C2C)F)=O)=O.N2N=CC1=CC=C(C=C21)/C=C/C(=O)NC2C(CCCC2)C (E)-3-(1H-indazol-6-yl)-N-(2-methylcyclohexyl)acrylamide tert-butyl-N-[3-[7-chloro-3-(2-fluoro-6-methyl-phenyl)-2-oxo-4H-pyrido[4,3-d]pyrimidin-1-yl]cyclohexyl]carbamate